1-hydroxypyrene-d OC1=C(C=C2C=CC3=CC=CC4=CC=C1C2=C34)[2H]